[1-(1-amino-n-hexyl)-2-oxopropyl] phosphonate P(OC(C(C)=O)C(CCCCC)N)([O-])=O